2,4-dimethyl-cyclohexanol CC1C(CCC(C1)C)O